5-(6-(((1R,3s,5S)-9-azabicyclo[3.3.1]nonan-3-yl)thio)-1,2,4-triazin-3-yl)-2-(1H-imidazol-1-yl)pyridin-4-ol [C@H]12CC(C[C@H](CCC1)N2)SC2=CN=C(N=N2)C=2C(=CC(=NC2)N2C=NC=C2)O